4-methyl-6-(4-(((3S,5R)-3-methyl-5-(4-methyl-1-oxo-1,3-dihydroisobenzofuran-5-yl)piperazin-1-yl)methyl)-1H-pyrazol-1-yl)nicotinonitrile CC1=CC(=NC=C1C#N)N1N=CC(=C1)CN1C[C@@H](N[C@@H](C1)C=1C(=C2COC(C2=CC1)=O)C)C